BrC=1SC=C(N1)C(=O)OC methyl 2-bromo-1,3-thiazole-4-carboxylate